FC(C(CF)(F)F)(F)F 1,1,1,2,2,3-hexafluoropropane